4-Bromo-N-((4-(4-methoxy-3-methylphenyl)bicyclo[2.2.2]octan-1-yl)methyl)pyridin-2-amine BrC1=CC(=NC=C1)NCC12CCC(CC1)(CC2)C2=CC(=C(C=C2)OC)C